(E)-5-methyl-6-(p-tolyl)hex-5-en-2-one C/C(/CCC(C)=O)=C\C1=CC=C(C=C1)C